[Na+].C(CCC)(=O)[O-].C(CCC)(=O)[O-].[Na+] dibutyrate sodium salt